6-(3-cyclopropylpyrazol-1-yl)-N-(6-methoxy-1-methylindazol-7-yl)pyridine-3-sulfonamide C1(CC1)C1=NN(C=C1)C1=CC=C(C=N1)S(=O)(=O)NC=1C(=CC=C2C=NN(C12)C)OC